4-ethoxy-6-methyl-1,3,5-triazine-2-amine C(C)OC1=NC(=NC(=N1)C)N